NC1=CC=CC=C1.C1(=CC=CC=C1)S(=O)(=O)O benzenesulfonic acid aniline salt